(1s,2s)-2-fluoro-N-(6-(6-methylbenzo[d]thiazol-5-yl)imidazo[1,2-a]pyridin-2-yl)cyclopropanecarboxamide F[C@@H]1[C@@H](C1)C(=O)NC=1N=C2N(C=C(C=C2)C=2C(=CC3=C(N=CS3)C2)C)C1